O[C@@]12C(C[C@]3([C@H]([C@@H]4[C@]5(OC([C@@]4([C@H](C=C5)O)C)=O)[C@@H]3CC1)C(=O)O)C2)=C (3S,3aS,4S,4aS,7S,9aR,9bR,12S)-7,12-Dihydroxy-3-methyl-6-methylene-2-oxoperhydro-4a,7-methano-9b,3-propenoazuleno[1,2-b]furan-4-carboxylic acid